tert-butyl N-[(3R)-1-(5-bromo-2-pyridyl)pyrrolidin-3-yl]carbamate BrC=1C=CC(=NC1)N1C[C@@H](CC1)NC(OC(C)(C)C)=O